CCCCCCCCCCCCCCCCCC(=O)O[C@H](COC(=O)CCCCCCCCC/C=C\CCCCCC)COP(=O)([O-])OCC[N+](C)(C)C 1-(11Z-octadecenoyl)-2-octadecanoyl-sn-glycero-3-phosphocholine